BrC1=C(C(=CC=C1Cl)F)CC(=O)N(N(C)CC)C(C(=O)[O-])C 2-{[2-(2-bromo-3-chloro-6-fluoro-phenyl)-acetyl]Ethyl methyl-hydrazino}-propionate